tert-Butyl 6-[[3-(4-chloro-3,5-dimethyl-pyrazol-1-yl)benzoyl]-methyl-amino]-2,3-dihydro-1,4-benzoxazine-4-carboxylate ClC=1C(=NN(C1C)C=1C=C(C(=O)N(C=2C=CC3=C(N(CCO3)C(=O)OC(C)(C)C)C2)C)C=CC1)C